N-trifluoromethylimidazole-1-sulfonamide FC(NS(=O)(=O)N1C=NC=C1)(F)F